ClC1=C2C=NN(C2=C(C=C1)C(=O)NC1CC2(CC(C2)CC(=O)O)C1)CC1=CC=C(C=C1)C=1C=C2C=CC(=NC2=CC1)OC (Ra)-2-(6-(4-chloro-1-(4-(2-methoxyquinolin-6-yl)benzyl)-1H-indazole-7-carboxamido)spiro[3.3]heptan-2-yl)acetic acid